2-methyl-5-[(pyridin-2-yl)methoxy]-N-(1,1,1-trifluoro-3-hydroxypropan-2-yl)pyrazolo[1,5-a]pyridine-3-carboxamide CC1=NN2C(C=C(C=C2)OCC2=NC=CC=C2)=C1C(=O)NC(C(F)(F)F)CO